1-Benzyl-1-methyl-3-phenethylurea C(C1=CC=CC=C1)N(C(=O)NCCC1=CC=CC=C1)C